benzopyrano[4,3,2-de]isoquinolin-3-one C=1NC(C=2C=CC=C3C2C1C1=C(O3)C=CC=C1)=O